methyl (2R,4R,5R)-5-(4-(tert-butoxy) phenyl)-2-(tert-butyl)-3-formylthiazolidine-4-carboxylate C(C)(C)(C)OC1=CC=C(C=C1)[C@@H]1[C@H](N([C@H](S1)C(C)(C)C)C=O)C(=O)OC